P(=O)(OCCOC(C=CC)=O)(OCCOC(C=CC)=O)[O-] bis[2-(methylacryloyloxy)ethyl] phosphate